2'-chloro-5'-methoxy-6-methyl-N-(5-(2-(methyl(2,2,2-trifluoroethyl)amino)ethoxy)-1,3,4-thiadiazol-2-yl)-[4,4'-bipyridine]-3-carboxamide ClC1=NC=C(C(=C1)C1=C(C=NC(=C1)C)C(=O)NC=1SC(=NN1)OCCN(CC(F)(F)F)C)OC